2-(1,3-dithiolane-2-yl)-3-isopropoxy-3-oxopropanoic acid S1C(SCC1)C(C(=O)O)C(=O)OC(C)C